6-benzothiophenedicarboxylic acid C=1(SC(=CC2=CC=CC21)C(=O)O)C(=O)O